8-[(2s,5r)-4-[(4-fluorophenyl)(4-methylphenyl)methyl]-2,5-dimethylpiperazin-1-yl]-5-methyl-6-oxo-5,6-dihydro-1,5-naphthyridine-2-carbonitrile FC1=CC=C(C=C1)C(N1C[C@@H](N(C[C@H]1C)C1=CC(N(C=2C=CC(=NC12)C#N)C)=O)C)C1=CC=C(C=C1)C